N-(5-cyano-4-((R)-3-methoxypyrrolidin-1-yl)pyridin-2-yl)-7-formyl-6-(((S)-4-methyl-2-carbonyloxazolidin-3-yl)methyl)-3,4-dihydro-1,8-naphthyridine-1(2H)-carboxamide C(#N)C=1C(=CC(=NC1)NC(=O)N1CCCC2=CC(=C(N=C12)C=O)CN1C(OC[C@@H]1C)=C=O)N1C[C@@H](CC1)OC